(2-chlorophenylaminomethyl)-16-oxo-androsta-5-en-3beta-ol ClC1=C(C=CC=C1)NCC[C@@]12CC(C[C@H]1[C@@H]1CC=C3C[C@H](CC[C@]3(C)[C@H]1CC2)O)=O